6,7-Dimethoxy-2-(methoxymethyl)quinazolin-4(3H)-one COC=1C=C2C(NC(=NC2=CC1OC)COC)=O